benzo[c][1,2,5]oxadiazole-5-carboxylic acid N=1ON=C2C1C=CC(=C2)C(=O)O